N1=CC(=CC=C1)CCOC=1C=C2C(NC(=NC2=CC1)C1=CC2=C(C=N1)C=CS2)=O 6-(2-pyridin-3-yl-ethoxy)-2-thieno[3,2-c]pyridin-6-yl-3H-quinazolin-4-one